C(CCCCCCCCC\C=C/CCCCCC)(=O)[O-].[In+3].C(CCCCCCCCC\C=C/CCCCCC)(=O)[O-].C(CCCCCCCCC\C=C/CCCCCC)(=O)[O-] indium cis-vaccenate